ClC1=C(C(=O)NC2=C3C=NN(C3=CC=C2)C2=CC(=C(C=C2)C)C(F)(F)F)C=C(C=C1)CNC(=O)C1CCCC1 2-Chloro-5-{[(cyclopentylcarbonyl)amino]methyl}-N-{1-[4-methyl-3-(trifluoromethyl)phenyl]-1H-indazol-4-yl}benzamide